6-methyl-3-(4-(7-fluoro-1H-indol-3-yl)thiophen-2-yl)-3-oxopropanoic acid CC1=CC=C2C(=CNC2=C1F)C=1C=C(SC1)C(CC(=O)O)=O